C[C@@H]1CC(=O)[C@]2([C@@H](O1)O[C@@H]3[C@H]([C@@H]([C@@H]([C@@H]([C@H]3O2)NC)O)NC)O)O.Cl.Cl The molecule is a hydrochloride obtained by combining spectinomycin with two molar equivalents of hydrochloric acid. An antibiotic that is active against gram-negative bacteria and used (as its pentahydrate) to treat gonorrhea. It has a role as an antibacterial drug and an antimicrobial agent. It contains a spectinomycin(2+).